C(C)C1=C(C=C(C2=CC(=CC=C12)F)C1=C(C=2N=C(N=C(C2C=N1)N1CC2(CCC(C1)C2)CO)OC[C@]21CCCN1C[C@@H](C2)F)F)O Ethyl-6-fluoro-4-(8-fluoro-2-(((2R,7aS)-2-fluorohexahydro-1H-pyrrolizin-7a-yl)methoxy)-4-(1-(hydroxymethyl)-3-azabicyclo[3.2.1]oct-3-yl)pyrido[4,3-d]pyrimidin-7-yl)naphthalene-2-ol